OC1=C(C=C(C=C1)C(CNC(CC1=CC(=C(C=C1)OC)C)C)O)NC=O N-[2-hydroxy-5-[1-hydroxy-2-[[2-(4-methoxy-3-methylphenyl)-1-methylethyl]amino]ethyl]phenyl]carboxamide